2-(4-isobutylphenyl)propan-1-ol C(C(C)C)C1=CC=C(C=C1)C(CO)C